C(CCCCCCCCC)C(=O)N(C)C decyl-N,N-dimethylformamide